N-(5-methylpyridin-2-yl)quinolin-6-amine CC=1C=CC(=NC1)NC=1C=C2C=CC=NC2=CC1